C1(CCCCCCC1)C(C(NC1=CC=C(C=C1)C1CCOCC1)=O)NC(=O)C=1N(N=CC1)CC N-{1-Cyclooctyl-2-oxo-2-[4-(tetrahydropyran-4-yl)anilino]ethyl}-2-ethylpyrazole-3-carboxamide